The molecule is a isocitrate(3-) that is the conjugate base of D-erythro-isocitric acid. It has a role as a fundamental metabolite. It is a conjugate base of a D-erythro-isocitric acid. It is an enantiomer of a L-erythro-isocitrate(3-). C([C@@H]([C@@H](C(=O)[O-])O)C(=O)[O-])C(=O)[O-]